[Br-].C(C1=CC=CC=C1)OC=1C=C(OC(=O)N(CCCCCC[P+](C2=CC=CC=C2)(C2=CC=CC=C2)C2=CC=CC=C2)CCN(C)C(=O)OC(C)(C)C)C=CC1OCC1=CC=CC=C1 (6-(((3,4-bis(benzyloxy)phenoxy)carbonyl)(2-((tert-butoxycarbonyl)(methyl)amino)ethyl)amino)hexyl)triphenylphosphonium bromide